2-(2,6-difluorophenyl)-N-(1-(1-(3-oxetanyl)piperidin-4-yl)-1H-pyrazol-4-yl)pyrazolo[1,5-a][1,3,5]triazin-4-amine FC1=C(C(=CC=C1)F)C1=NC=2N(C(=N1)NC=1C=NN(C1)C1CCN(CC1)C1COC1)N=CC2